(4aR,8aS)-6-[3-[4-(2,2,2-trifluoroethoxy)phenyl]azetidine-1-carbonyl]-4,4a,5,7,8,8a-hexahydropyrido[4,3-b][1,4]oxazin-3-one FC(COC1=CC=C(C=C1)C1CN(C1)C(=O)N1C[C@@H]2[C@@H](OCC(N2)=O)CC1)(F)F